BrC(CCCO)CBr 4,5-dibromopentanol